(5-(4-methoxyphenylethyl)-1,3,4-selenadiazol-2-yl)-3-(2-methoxyphenyl)isonicotinamide COC1=CC=C(C=C1)CCC1=NN=C([Se]1)C=1C(=C(C(=O)N)C=CN1)C1=C(C=CC=C1)OC